hydroxyethyl-palmitoyl-oxypropyl-palmitoamide OCCC(C(=O)N)(CCCCCCCCCCCCCC)CCCOC(CCCCCCCCCCCCCCC)=O